C(#C)C([C@@H]1[C@H]([C@H]([C@@H](O1)C=1NC=C(N1)C(=O)N)O)O)O 5-ethynyl-l-beta-D-ribofuranosylimidazole-4-carboxamide